4-(1-Cyclopropyl-1H-indol-3-yl)-2-((4-fluoro-2-methoxy-5-nitrophenyl)amino)pyrimidine-5-carbonitrile C1(CC1)N1C=C(C2=CC=CC=C12)C1=NC(=NC=C1C#N)NC1=C(C=C(C(=C1)[N+](=O)[O-])F)OC